2-methyl-7-(1-methyl-1H-pyrazol-3-yl)quinolin-4-amine CC1=NC2=CC(=CC=C2C(=C1)N)C1=NN(C=C1)C